rac-(1r,2s,5s)-2-fluoro-3-oxo-8-azabicyclo[3.2.1]octane-8-carboxylic acid tert-butyl ester C(C)(C)(C)OC(=O)N1[C@H]2[C@@H](C(C[C@@H]1CC2)=O)F |r|